C(C)(=O)N[C@H](C(=O)N1[C@@H]([C@H]2[C@@H](C1)CCC2)C(=O)N[C@H](C[C@H]2C(NCC2)=O)\C=C(\S(=O)(=O)C)/F)C2=CC=CC=C2 (1S,3aS,6aR)-2-((S)-2-acetamido-2-phenylacetyl)-N-((R,E)-4-fluoro-4-(methylsulfonyl)-1-((S)-2-oxopyrrolidin-3-yl)but-3-en-2-yl)octahydrocyclopenta[c]pyrrole-1-carboxamide